ClC1=C(C=CC=C1)CC(=O)NC1=CC(=NC=C1)N(C(C)=O)C1=CC(=C(C(=C1)F)OC)F N-{4-[2-(2-chlorophenyl)acetamido]pyridin-2-yl}-N-(3,5-difluoro-4-methoxyphenyl)acetamide